O=C1NC(CC[C@@H]1NC(=O)C1=CC=C2C=CC=CN12)=O (S)-N-(2,6-dioxopiperidin-3-yl)indolizine-3-carboxamide